3,3'',5,5''-tetramethyl-[1,1':4',1''-terphenyl]-4,4''-diol CC=1C=C(C=C(C1O)C)C1=CC=C(C=C1)C1=CC(=C(C(=C1)C)O)C